6-[(2-methoxyethyl)amino]-N-[7-methoxy-8-(3-morpholin-4-ylpropoxy)-2,3-dihydroimidazo[1,2-c]quinazolin-5-yl]nicotinamide COCCNC1=NC=C(C(=O)NC2=NC=3C(=C(C=CC3C=3N2CCN3)OCCCN3CCOCC3)OC)C=C1